[2H]C(C1=CC2=C(S1)[C@@]1(C[C@@H](N(CC1)C(=O)OC(C)(C)C)C)OCC2)O tert-butyl (2'S,7R)-2-[deuterio(hydroxy)methyl]-2'-methyl-spiro[4,5-dihydrothieno[2,3-c]pyran-7,4'-piperidine]-1'-carboxylate